C(C)(C)(C)C=1C=C(C=CC1)[C@H]1CC2(CN(C2)C(=O)C2CC(C2)(C)O)CC1 |r| (rac)-(6-(3-(tert-butyl)phenyl)-2-azaspiro[3.4]oct-2-yl)((1s,3s)-3-hydroxy-3-methylcyclobutyl)methanone